2-benzyl 1-(tert-butyl) (2S,4R)-4-fluoro-4-((((E)-10-methoxy-10-oxodec-2-en-1-yl)oxy)methyl)pyrrolidine-1,2-dicarboxylate F[C@@]1(C[C@H](N(C1)C(=O)OC(C)(C)C)C(=O)OCC1=CC=CC=C1)COC\C=C\CCCCCCC(=O)OC